methylmethoxybis(N-methylacetamido)silane C[Si](N(C(C)=O)C)(N(C(C)=O)C)OC